C(C)(C)(C)OC(=O)NCC1CC(C1)C(=O)O 3-(((tert-butoxycarbonyl)amino)methyl)cyclobutane-1-carboxylic acid